(3R,5aS,6R,8aS,9R,10S,12R,12aR)-3,6,9-trimethyldecahydro-12H-3,12-epoxypyrano[4,3-j][1,2]benzodioxepin-10-yl acetate C(C)(=O)O[C@H]1[C@@H]([C@@H]2CC[C@H]([C@@H]3CC[C@]4(OO[C@]32[C@H](O1)O4)C)C)C